(([1,1'-biphenyl]-2-yloxy)methyl)bicyclo[2.2.1]hept-2-ene C1(=C(C=CC=C1)OCC12C=CC(CC1)C2)C2=CC=CC=C2